OC1=CC(OC2=CC(=CC=C12)Br)=O 4-Hydroxy-7-bromocoumarin